1-(4-bromophenyl)-4-{2-[(7-trifluoromethylquinolin-4-yl)amino]benzoyl}piperazine BrC1=CC=C(C=C1)N1CCN(CC1)C(C1=C(C=CC=C1)NC1=CC=NC2=CC(=CC=C12)C(F)(F)F)=O